(E)-2-phenyl-3-(m-tolyl)-N-(p-tolyl)acrylamide C1(=CC=CC=C1)/C(/C(=O)NC1=CC=C(C=C1)C)=C\C=1C=C(C=CC1)C